BrC1=CN=C2N1C=C(C=C2)NC(C2=C(C=C(C=C2)I)N2CCC1(CC1)CC2)=O N-(3-bromoimidazo[1,2-a]pyridin-6-yl)-4-iodo-2-(6-azaspiro[2.5]oct-6-yl)benzamide